2,6-dibromo-4-iodopyridin-3-ol BrC1=NC(=CC(=C1O)I)Br